N-methacryloyl-L-tyrosine methylester COC([C@@H](NC(C(=C)C)=O)CC1=CC=C(C=C1)O)=O